bis(2-sulfhydryl ethyl) ether SCCOCCS